6-amino-1-(4-aminophenyl)-1,3,3-trimethylindan NC1=CC=C2C(CC(C2=C1)(C)C1=CC=C(C=C1)N)(C)C